N-((1s,3s)-1-methyl-3-((5-(1-methyl-1H-benzo[d][1,2,3]triazol-6-yl)-7H-pyrrolo[2,3-d]pyrimidin-2-yl)amino)cyclobutyl)propionamide CC1(CC(C1)NC=1N=CC2=C(N1)NC=C2C=2C=CC1=C(N(N=N1)C)C2)NC(CC)=O